1,4-diaminomethyl-1,4-diaminocyclohexane NCC1(CCC(CC1)(N)CN)N